C1=NC=CC=2C(=CC=CC12)S(=O)(=O)NCCNC(OC(C)(C)C)=O tert-butyl N-[2'-(isoquinoline-5-sulfonamido)ethyl]carbamate